COC1=C(C(=O)NCC(F)(F)F)C(=CC(=C1)C1=CN=C2N1C=CC(=C2)OC2CCOCC2)OC 2,6-dimethoxy-4-(7-tetrahydropyran-4-yloxyimidazo[1,2-a]pyridin-3-yl)-N-(2,2,2-trifluoroethyl)benzamide